BrC=1C=2N(C(=NC1)SC)C=NN2 8-bromo-5-(methylsulfanyl)-[1,2,4]triazolo[4,3-c]pyrimidine